ClC1=CC=C(OC=2C=C(C=CC2)O)C=C1 3-(4-Chlorophenoxy)phenol